6-(((3S,5S)-5-((difluoromethoxy)methyl)pyrrolidin-3-yl)oxy)-2-methylpyridazin FC(OC[C@@H]1C[C@@H](CN1)OC1=CC=CN(N1)C)F